NC1=C(C=CC=C1C)S(=O)(=O)N amino-3-methylbenzenesulfonamide